N-{[5-chloro-6-(1,3-dioxa-4-aza-6-indanyl)-2-indolyl]methyl}acetamide ClC=1C=C2C=C(NC2=CC1C1=CN=C2OCOC2=C1)CNC(C)=O